4-chloro-5-iodo-7-(1-isopropyl-piperidin-4-yl)-7H-pyrrolo[2,3-d]pyrimidine ClC=1C2=C(N=CN1)N(C=C2I)C2CCN(CC2)C(C)C